CN1CCC(CC1)OC=1C=CC(=NC1)C1=NNC=N1 3-(5-((1-methylpiperidin-4-yl)oxy)pyridin-2-yl)-1H-1,2,4-triazol